ClC1=C(C=CC=C1)[C@@H]1CN(C[C@@H]1C(=O)N1CCC(CC1)(C(N[C@H](C)\C=C/S(=O)(=O)C)=O)F)C(=O)OCC ethyl (3R,4R)-3-(2-chlorophenyl)-4-(4-fluoro-4-(((R,Z)-4-(methylsulfonyl)but-3-en-2-yl)carbamoyl) piperidine-1-carbonyl)pyrrolidine-1-carboxylate